ClC=1C(N(C(=CC1OCC1=NC=C(C=C1F)F)C)C1=CC(=NC=C1C)C1=NC(=NC=C1)C(C=O)(C)C)=O 2-(4-(3-chloro-4-((3,5-difluoropyridin-2-yl)methoxy)-5',6-dimethyl-2-oxo-2H-[1,4'-bipyridin]-2'-yl)pyrimidin-2-yl)-2-methylpropanaldehyde